1-(2,5-dichlorophenyl)piperazine hydrochloride Cl.ClC1=C(C=C(C=C1)Cl)N1CCNCC1